methyl 2-(4-methoxyphenyl)-2-[(oxodiphenyl-λ6-sulfanylidene)amino]acetate COC1=CC=C(C=C1)C(C(=O)OC)N=S(C1=CC=CC=C1)(C1=CC=CC=C1)=O